methyl 4-fluoro-5-((2-hydroxypropyl)(tetrahydrofuran-3-yl)amino)-2-nitrobenzoate FC1=CC(=C(C(=O)OC)C=C1N(C1COCC1)CC(C)O)[N+](=O)[O-]